(2-methyl-2H-indazol-6-yl)acetamide CN1N=C2C=C(C=CC2=C1)CC(=O)N